ClC1=C2CCC(C2=C(C=C1)O)=O 4-chloro-7-hydroxy-2,3-dihydro-1H-inden-1-one